benzenesulfonic acid compound with lithium [Li].C1(=CC=CC=C1)S(=O)(=O)O